CC([C@H](C)NC(=O)C1=C(C(=NN1C)C1=CC=C(C=C1)COC)NS(=O)(=O)C1=CC=C(C=C1)C)(C)C (S)-N-(3,3-dimethylbutan-2-yl)-3-(4-(methoxymethyl)phenyl)-1-methyl-4-((4-methylphenyl)sulfonamido)-1H-pyrazole-5-carboxamide